2'-([1,1'-Biphenyl]-4,4'-diyldi-2,1-ethenediyl)bis-benzenesulfonic acid disodium salt [Na+].[Na+].C1(=CC=C(C=C1)C=CC1=C(C=CC=C1)S(=O)(=O)[O-])C1=CC=C(C=C1)C=CC1=C(C=CC=C1)S(=O)(=O)[O-]